C1=C(C=CC=2OC3=C(C21)C=CC=C3)[C@@H](C)NC3=CN=C(N(C3=O)CC(=O)OCCCC)SC butyl (R)-2-(5-((1-(dibenzo[b,d]furan-2-yl)ethyl)amino)-2-(methylthio)-6-oxopyrimidin-1(6H)-yl)acetate